(3S,3aS,6aR)-N-[cyano(1,6-naphthyridin-8-yl)methyl]-2-[(2S)-3,3-dimethyl-2-[(2,2,2-trifluoroacetyl)amino]butanoyl]-3,3a,4,5,6,6a-hexahydro-1H-cyclopenta[c]pyrrole-3-carboxamide C(#N)C(NC(=O)[C@@H]1[C@@H]2[C@H](CN1C([C@H](C(C)(C)C)NC(C(F)(F)F)=O)=O)CCC2)C=2C=NC=C1C=CC=NC21